NCC(C(CN)O)O 1,4-diaminobutane-2,3-diol